COCC=CC=1C=C(C(=C(C1)OC)OC)OC 5-[3-methoxy-1-propenyl]-1,2,3-trimethoxybenzene